CC1=C(C=CC(=C1[N+](=O)[O-])C)C1=NN=CN1COCC[Si](C)(C)C 3-(2,4-Dimethyl-3-nitrophenyl)-4-((2-(trimethylsilyl)ethoxy)methyl)-4H-1,2,4-triazole